(S)-5,6-methylenedioxy-3-(2-((methylsulfonyl)oxy)propyl)-1H-indole-1-carboxylic acid tert-butyl ester C(C)(C)(C)OC(=O)N1C=C(C2=CC3=C(C=C12)OCO3)C[C@H](C)OS(=O)(=O)C